1-(3-(7-(5-methyl-1H-indazol-4-yl)imidazo[1,2-a]pyridin-2-yl)azetidin-1-yl)prop-2-en-1-one CC=1C(=C2C=NNC2=CC1)C1=CC=2N(C=C1)C=C(N2)C2CN(C2)C(C=C)=O